5-(3-chlorobenzyl)-N-(6-(hydroxymethyl)pyridin-3-yl)picolinamide trifluoroacetate FC(C(=O)O)(F)F.ClC=1C=C(CC=2C=CC(=NC2)C(=O)NC=2C=NC(=CC2)CO)C=CC1